(R)-3-(((S)-1-(4-(difluoromethoxy) phenyl) ethyl) amino)-2-hydroxypropionate FC(OC1=CC=C(C=C1)[C@H](C)NC[C@H](C(=O)[O-])O)F